SC=1C=C(C=CC1)C1=CC(=CC=C1)S 3,3'-dimercaptobiphenyl